1-methyl-2-(4-(4-(4,4,5,5-tetramethyl-1,3,2-dioxaborolan-2-yl)phenyl)piperazin-1-yl)-1H-benzo[d]imidazole-5-carbonitrile CN1C(=NC2=C1C=CC(=C2)C#N)N2CCN(CC2)C2=CC=C(C=C2)B2OC(C(O2)(C)C)(C)C